ClC1=C(C=C(N=N1)OC1=C(C=C(C=C1Cl)N)Cl)C(C)C 4-(6-chloro-5-isopropylpyridazin-3-yloxy)-3,5-dichlorobenzenamine